methyl 2-(chloromethyl)-4-fluoro-1-(2-(2-methyl-1H-imidazol-1-yl)ethyl)-1H-benzo[d]imidazole-6-carboxylate dihydrochloride Cl.Cl.ClCC1=NC2=C(N1CCN1C(=NC=C1)C)C=C(C=C2F)C(=O)OC